C1(=CC=CC=C1)[C@H]1[C@@H](C1)NC(=O)[C@H]1CN(CC[C@@H]1NC(=O)C1=NOC(=C1)C1=C(C=C(C=C1)F)F)C1CCCCC1 (3S,4S)-1-cyclohexyl-4-{[5-(2,4-difluoro-phenyl)-isoxazole-3-carbonyl]-amino}-piperidine-3-carboxylic acid ((1R,2S)-2-phenyl-cyclopropyl)-amide